2-((1-methyl-4-oxo-2-(trifluoromethyl)-1,4-dihydroquinolin-7-yl)amino)thiazole-5-carboxylic acid CN1C(=CC(C2=CC=C(C=C12)NC=1SC(=CN1)C(=O)O)=O)C(F)(F)F